NC1=NC=CC(=C1)NCC=1N=C2N(C=C(C=C2N2C(C3CC3C2)=O)C2CC2)C1 3-(2-(((2-aminopyridin-4-yl)amino)methyl)-6-cyclopropylimidazo[1,2-a]pyridin-8-yl)-3-azabicyclo[3.1.0]hexan-2-one